(E)-N-(3-(3-((2,6-dioxopiperidin-3-yl)amino)-1-methyl-1H-pyrazol-5-yl)allyl)-5-(8-(7-isopropyl-1,3-dimethyl-2-oxo-2,3-dihydro-1H-benzo[d]imidazol-5-yl)isoquinolin-3-yl)picolinamide O=C1NC(CCC1NC1=NN(C(=C1)/C=C/CNC(C1=NC=C(C=C1)C=1N=CC2=C(C=CC=C2C1)C1=CC2=C(N(C(N2C)=O)C)C(=C1)C(C)C)=O)C)=O